SCC(CO)OC 3-mercapto-2-methoxypropan-1-ol